4,6,7-trichloro-1-(2-isopropyl-4-methylpyridin-3-yl)pyrido[2,3-d]pyrimidin-2(1H)-one ClC=1C2=C(N(C(N1)=O)C=1C(=NC=CC1C)C(C)C)N=C(C(=C2)Cl)Cl